FC1=CC=C(C=C1)C1SCC(N1C1=C(C=C(C(=O)NCCC)C=C1)C)=O 4-[2-(4-Fluoro-phenyl)-4-oxo-thiazolidin-3-yl]-3-methyl-N-propyl-benzamide